C(C)[C@@H]1N(C[C@H](N(C1)C(C)C=1C=NN(C1CC)C)CC)C=1C=2C(N(C(C1)=O)C)=CN(N2)CC#N 2-(7-((2S,5R)-2,5-diethyl-4-(1-(5-ethyl-1-methyl-1H-pyrazol-4-yl)ethyl)piperazin-1-yl)-4-methyl-5-oxo-4,5-dihydro-2H-pyrazolo[4,3-b]pyridin-2-yl)acetonitrile